γ-methacryloylpropyl-trimethoxysilane C(C(=C)C)(=O)CCC[Si](OC)(OC)OC